OC1=C(C2=CC(=CC=C2C=C1)OC)C1=C(OC(C2=CC=CC=C12)=O)C1=NC=C(C=C1)C 4-(2-hydroxy-7-methoxynaphthalen-1-yl)-3-(5-methylpyridin-2-yl)-1H-isochromen-1-one